N-(2-bromo-4-(3-ethyl-1H-pyrrol-5-yl)phenyl)acetamide BrC1=C(C=CC(=C1)C1=CC(=CN1)CC)NC(C)=O